(1S,2S)-N-[7-chloro-6-[4-((3S,4S)-4-fluoro-3-methyl-tetrahydrofuran-3-yl)piperazin-1-yl]-3-isoquinolyl]-2-(1-methylpyrazol-3-yl)cyclopropanecarboxamide ClC1=C(C=C2C=C(N=CC2=C1)NC(=O)[C@@H]1[C@H](C1)C1=NN(C=C1)C)N1CCN(CC1)[C@]1(COC[C@H]1F)C